(Z)-2-indazol-1-yl-3-[(4-methyl-5-oxo-2H-furan-2-yl)oxy]prop-2-enenitrile N1(N=CC2=CC=CC=C12)\C(\C#N)=C/OC1OC(C(=C1)C)=O